ClC1=NC=C2C=C(N=C(C2=C1)NCC1OCCC1)C1=C(C(=CC(=C1Cl)OC)OC)Cl 7-chloro-3-(2,6-dichloro-3,5-dimethoxyphenyl)-N-((tetrahydrofuran-2-yl)methyl)-2,6-naphthyridine-1-amine